Racemic-tert-butyl 1-(N,4-dimethyl-1H-indole-2-carboxamido)-8,9-difluoro-6-oxo-1,4,5,6-tetrahydrobenzo[c][1,7]naphthyridine-3(2H)-carboxylate CN(C(=O)C=1NC2=CC=CC(=C2C1)C)[C@@H]1C=2C3=C(C(NC2CN(C1)C(=O)OC(C)(C)C)=O)C=C(C(=C3)F)F |r|